Behenoyl-Coenzyme A C(CCCCCCCCCCCCCCCCCCCCC)(=O)SCCNC(CCNC([C@@H](C(COP(OP(OC[C@@H]1[C@H]([C@H]([C@@H](O1)N1C=NC=2C(N)=NC=NC12)O)OP(=O)(O)O)(=O)O)(=O)O)(C)C)O)=O)=O